(S)-3-(4-cyano-3-fluorophenoxy)-1-((6-cyano-5-(trifluoromethyl)pyridin-3-yl)amino)-2-methyl-1-oxopropan-2-ylnicotinate C(#N)C1=C(C=C(OC[C@](C(=O)NC=2C=NC(=C(C2)C(F)(F)F)C#N)(C)OC(C2=CN=CC=C2)=O)C=C1)F